C(C)(C)(C)OC([C@H](CC1=CC=CC=C1)N1C(C(N(CC1)C1=C(C=CC(=C1)Cl)N1N=NN=C1)=O)=O)=O (S)-2-(4-(5-chloro-2-(1H-tetrazol-1-yl)phenyl)-2,3-dioxopiperazin-1-yl)-3-phenylpropionic acid tert-butyl ester